C(C)(C)(C)OC(N(C1(CC1)C1=CN=CO1)C)=O.[Si](C1=CC=CC=C1)(C1=CC=CC=C1)(C(C)(C)C)OC[C@@H]1OCC(CN(C1)C(=O)OC(C)(C)C)=O tert-butyl (R)-2-(((tert-butyldiphenylsilyl)oxy)methyl)-6-oxo-1,4-oxazepane-4-carboxylate tert-butyl-N-methyl-N-[1-(1,3-oxazol-5-yl)cyclopropyl]carbamate